C(C)C1=NC2=C(N1C)C=C(C(=C2)C2=CC=CN1C(=CC=C21)C(=O)C2=CC(=C(C(=C2)F)NC(\C=C\CNC2CCC(CC2)OC)=O)F)C(F)(F)F (E)-N-(4-(8-(2-ethyl-1-methyl-6-(trifluoromethyl)-1H-benzo[d]imidazol-5-yl)indolizine-3-carbonyl)-2,6-difluorophenyl)-4-(((1r,4r)-4-methoxycyclohexyl)amino)but-2-enamide